(RS)-N2-(1,2-dimethylpropyl)-N4-ethyl-6-(methylthio)-1,3,5-triazine-2,4-diamine C[C@H](C(C)C)NC1=NC(=NC(=N1)NCC)SC |r|